{3-Methyl-1-[(4-methylbenzoyl)amino]butan-2-yl}carbamic acid 2,2,2-trifluoroethyl ester FC(COC(NC(CNC(C1=CC=C(C=C1)C)=O)C(C)C)=O)(F)F